C[C@@H]1CN(CC1)C(=O)[C@H]1N(CC2=CC=CC=C2C1)C(=O)OC(C)(C)C tert-butyl (3S)-3-{[(3S)-3-methylpyrrolidin-1-yl]carbonyl}-3,4-dihydro-1H-isoquinoline-2-carboxylate